N-((8-(aminomethyl)-1,2,3,5,6,7-hexahydro-s-indacen-4-yl)carbamoyl)-6,7-dihydro-5H-pyrazolo[5,1-b][1,3]oxazine-3-sulfonimidamide NCC=1C=2CCCC2C(=C2CCCC12)NC(=O)NS(=O)(=N)C=1C=NN2C1OCCC2